3-(3-(4-((4-(ethylamino)piperidin-1-yl)methyl)phenyl)-5-phenyl-3H-imidazo[4,5-b]pyridin-2-yl)pyridin-2-amine C(C)NC1CCN(CC1)CC1=CC=C(C=C1)N1C(=NC=2C1=NC(=CC2)C2=CC=CC=C2)C=2C(=NC=CC2)N